1-(piperidin-2-yl)ethan-1-one hydrochloride Cl.N1C(CCCC1)C(C)=O